tricyclo[3.3.1.13,7]decanyl-(adamantane) C12(CC3CC(CC(C1)C3)C2)C23CC1CC(CC(C2)C1)C3